C(C)(C)(C)O[C@H](C(=O)O)C1=C(C2=C(N=C(S2)C=2C=C3C(=NN(C3=CC2)C)C2CCN(CC2)C(=O)C2(COC2)C)C=C1C)C1=CC=C(C=C1)Cl (S)-2-(tert-butoxy)-2-(7-(4-chlorophenyl)-5-methyl-2-(1-methyl-3-(1-(3-methyloxetane-3-carbonyl)piperidin-4-yl)-1H-indazol-5-yl)benzo[d]thiazol-6-yl)acetic acid